CS(=O)(=O)C1=NC=C(C=N1)N 2-(methylsulfonyl)pyrimidin-5-amine